6-Chloro-3-[[(1R)-1-[3,6-dimethyl-2-(1-methyl-pyrazolo[4,3-b]pyridin-5-yl)-4-oxo-chromen-8-yl]ethyl]amino]pyridine-2-carbonitrile ClC1=CC=C(C(=N1)C#N)N[C@H](C)C=1C=C(C=C2C(C(=C(OC12)C1=CC=C2C(=N1)C=NN2C)C)=O)C